2-[4-[(4-bromophenoxy)methyl]-1H-1,2,3-triazol-1-yl]-4,5-dimethoxybenzamide BrC1=CC=C(OCC=2N=NN(C2)C2=C(C(=O)N)C=C(C(=C2)OC)OC)C=C1